CC(CC(=O)N1CCN(CC1)C=1C=NN2C1C=CC(=C2)C=2C=NN(C2)C)(C)C 3-[4-(3,3-dimethylbutanoyl)piperazin-1-yl]-6-(1-methyl-1H-pyrazol-4-yl)pyrazolo[1,5-a]pyridine